C(C1=CC=CC=C1)N1CCC(=CC1)C(=O)OCC ethyl 1-benzyl-1,2,3,6-tetrahydropyridine-4-carboxylate